6-((1S,4s)-4-(6-(trifluoromethyl)pyridin-3-yl)cyclohexyl)-2-thia-6-azaspiro[3.4]octane 2,2-dioxide FC(C1=CC=C(C=N1)C1CCC(CC1)N1CC2(CS(C2)(=O)=O)CC1)(F)F